C(CCCCCCC)(=O)C(C)(O)OC1=CC=CC=C1 caprylyl-phenoxyethanol